tert-butyl 3-(6-bromo-3-chloropyridin-2-yl)piperidine-1-carboxylate BrC1=CC=C(C(=N1)C1CN(CCC1)C(=O)OC(C)(C)C)Cl